S(=O)(=O)(O)CCC[N+]1=CC2=CC=CC=C2CC1 N-(3-sulfopropyl)-3,4-dihydroisoquinolinium